FC(COC=1C(=NC=CC1)OC1=CC=2N(C=C1)N=C(C2C(F)(F)F)C(=O)[O-])(F)F.[Li+] lithium 5-((3-(2,2,2-trifluoroethoxy)pyridin-2-yl)oxy)-3-(trifluoromethyl)pyrazolo[1,5-a]pyridine-2-carboxylate